4-(((2-(6-((R)-3-aminopiperidine-1-carbonyl)-3-methylpyrazolo[1,5-a]pyridin-2-yl)-1-(cyclopropylmethyl)-1H-indol-7-yl)oxy)methyl)-1-methylpyrrolidin-2-one N[C@H]1CN(CCC1)C(=O)C=1C=CC=2N(C1)N=C(C2C)C=2N(C1=C(C=CC=C1C2)OCC2CC(N(C2)C)=O)CC2CC2